5-bromo-8-((tert-butyldimethylsilyl)oxy)quinoxaline BrC1=C2N=CC=NC2=C(C=C1)O[Si](C)(C)C(C)(C)C